1-(3-ethoxy-5-propylphenyl)ethan-1-one C(C)OC=1C=C(C=C(C1)CCC)C(C)=O